N-(4-{2-[2-chloro-3-(trifluoromethyl)phenyl]acetamido}pyridin-2-yl)-N-(3-cyano-4-fluorophenyl)acetamide ClC1=C(C=CC=C1C(F)(F)F)CC(=O)NC1=CC(=NC=C1)N(C(C)=O)C1=CC(=C(C=C1)F)C#N